CC=1C(=C2C=NNC2=CC1)C=1C=CC2=C(N(C=N2)C2CCN(CC2)C(C=C)=O)C1 1-(4-(6-(5-methyl-1H-indazol-4-yl)-1H-benzo[d]imidazol-1-yl)piperidin-1-yl)prop-2-en-1-one